6-(4-(4-isopropylpiperazin-1-yl)phenyl)-1-methyl-2-(4-(methylsulfonyl)phenyl)-N-(2-(4-(methylsulfonyl)piperazin-1-yl)ethyl)-1H-benzo[d]imidazol-4-amine C(C)(C)N1CCN(CC1)C1=CC=C(C=C1)C=1C=C(C2=C(N(C(=N2)C2=CC=C(C=C2)S(=O)(=O)C)C)C1)NCCN1CCN(CC1)S(=O)(=O)C